5-((2-oxo-5-(3-(m-tolyl)-1,2,4-oxadiazol-5-yl)pyridin-1(2H)-yl)methyl)nicotinonitrile O=C1N(C=C(C=C1)C1=NC(=NO1)C=1C=C(C=CC1)C)CC=1C=NC=C(C#N)C1